C(C)(C)(C)C1=NC(=NO1)C1=CC=C(C=C1)C(=O)N1CC2(C1)CC(C2)N2N=CN=C2C2CC2 [4-(5-tert-butyl-1,2,4-oxadiazol-3-yl)phenyl]-[6-(5-cyclopropyl-1,2,4-triazol-1-yl)-2-azaspiro[3.3]heptan-2-yl]methanone